2-(7-((3-methyl-4-((1-methyl-1H-benzoimidazol-5-yl)oxy)phenyl)amino)pyrazolo[1,5-a]pyrimidin-6-yl)-4,5-dihydrooxazole-4-carboxylic acid methyl ester COC(=O)C1N=C(OC1)C=1C=NC=2N(C1NC1=CC(=C(C=C1)OC1=CC3=C(N(C=N3)C)C=C1)C)N=CC2